C(C=C)(=O)OCCCCC1(C(=O)O)C(C(=O)O)CCC=C1 acryloyloxybutyltetrahydrophthalic acid